The molecule is a triglyceride obtained by formal acylation of the three hydroxy groups of glycerol by butyric acid. It has a role as an EC 3.5.1.98 (histone deacetylase) inhibitor, a protective agent, an apoptosis inducer, a prodrug and an antineoplastic agent. It is a triglyceride and a butyrate ester. It derives from a butyric acid. CCCC(=O)OCC(COC(=O)CCC)OC(=O)CCC